CC1=CC=C(CN2CCN(CC2)C(CCC2=C(C=C(C=C2)O)O)=O)C=C1 1-(4-(4-methylbenzyl)piperazinyl)-3-(2,4-dihydroxyphenyl)-1-propanone